N=1C=NN2C1C=CC=C2 [1,2,4]triazolo[1,5-a]pyridin